COC(=O)C1=CC=C(C=C1)[C@H]1N(CCCN(C1)C(=O)OCC1=CC=CC=C1)C(=O)OC(C)(C)C |r| Racemic-4-benzyl 1-(tert-butyl) 2-(4-(methoxycarbonyl)phenyl)-1,4-diazepane-1,4-dicarboxylate